[4-(4-{[(2R)-4-[2-(6,6-dimethyl-1,4,5,7-tetrahydroindazol-3-yl)-1H-indole-6-carbonyl]-2-methylpiperazin-1-yl]methyl}piperidin-1-yl)phenyl]piperidine-2,6-dione CC1(CCC=2C(=NNC2C1)C=1NC2=CC(=CC=C2C1)C(=O)N1C[C@H](N(CC1)CC1CCN(CC1)C1=CC=C(C=C1)N1C(CCCC1=O)=O)C)C